2-(1,1-difluoroethyl)-4-phenoxy-pyrimidine-5-carboxylic acid FC(C)(F)C1=NC=C(C(=N1)OC1=CC=CC=C1)C(=O)O